N6-[(1,1-dimethylethoxy)carbonyl]-N2-[(9H-fluoren-9-ylmethoxy)carbonyl]-N6-methyl-L-lysine CC(C)(OC(=O)N(CCCC[C@H](NC(=O)OCC1C2=CC=CC=C2C=2C=CC=CC12)C(=O)O)C)C